C(C1=CC=CC=C1)NC(N(C1=NC=C(C=C1)C=1C=NN(C1)C)[C@@H]1CC[C@H](CC1)NC1=NC=C(C(=N1)NCC1=NN(C(=C1)C)C)C#N)=O 3-benzyl-1-(trans-4-((5-cyano-4-(((1,5-dimethyl-1H-pyrazol-3-yl)-methyl)amino)pyrimidin-2-yl)amino)cyclohexyl)-1-(5-(1-methyl-1H-pyrazol-4-yl)pyridin-2-yl)urea